1,4-dimethylxylene CC1(C(C=C(C=C1)C)C)C